The molecule is a tetrahydroxyflavone in which the four hydroxy groups are located at positions 3', 4' 5 and 7. It is thought to play an important role in the human body as an antioxidant, a free radical scavenger, an inflammatory agent and an immune system modulator as well as being active against several cancers. It has a role as an EC 2.3.1.85 (fatty acid synthase) inhibitor, an antineoplastic agent, a vascular endothelial growth factor receptor antagonist, a plant metabolite, a nephroprotective agent, an angiogenesis inhibitor, a c-Jun N-terminal kinase inhibitor, an antioxidant, an anti-inflammatory agent and an apoptosis inducer. It is a 3'-hydroxyflavonoid and a tetrahydroxyflavone. It is a conjugate acid of a 2-(3,4-dihydroxyphenyl)-5-hydroxy-4-oxo-4H-chromen-7-olate luteolin-7-olate(1-). C1=CC(=C(C=C1C2=CC(=O)C3=C(C=C(C=C3O2)O)O)O)O